(5aR,6S,6aS)-ethyl 3-((1,1-dimethyl-3-(2-(trifluoromethyl)phenyl)-2,3-dihydro-1H-inden-5-yl)methoxy)-5,5a,6,6a-tetrahydrocyclopropa[4,5]cyclopenta[1,2-c]pyridine-6-carboxylate CC1(CC(C2=CC(=CC=C12)COC1=CC2=C(C=N1)[C@H]1[C@@H](C2)[C@@H]1C(=O)OCC)C1=C(C=CC=C1)C(F)(F)F)C